ClC=1C=C(C=CC1F)[C@@H](NC(=O)N1[C@@H](C(NCC1)=O)C)C=1C=NC(=NC1)C(F)(F)F (2R)-N-((R)-(3-chloro-4-fluorophenyl)(2-(trifluoromethyl)pyrimidin-5-yl)methyl)-2-methyl-3-oxopiperazine-1-carboxamide